tert-butyl N-[(1R)-2-[(4-bromo-1-methyl-pyrazol-3-yl)methoxy]-1-methyl-ethyl]-N-methyl-carbamate BrC=1C(=NN(C1)C)COC[C@@H](C)N(C(OC(C)(C)C)=O)C